NC1=C(C(=C(C=C1)C(C)=O)F)OC 1-(4-amino-2-fluoro-3-methoxyphenyl)ethan-1-one